silicon(IV) fluoride [Si](F)(F)(F)F